cyclopentanylmethyldichlorosilane C1(CCCC1)C[SiH](Cl)Cl